C(C)(=O)N1CC(C=C1Br)=C(C1=CC=CC=C1)OC 1-acetyl-5-bromo-3-(methoxyphenyl-methylene)-1,3-dihydro-pyrrole